BrC1=CN(C2=CN=C(C=C21)C)COCC[Si](C)(C)C 3-bromo-5-methyl-1-((2-(trimethylsilyl)ethoxy)methyl)-1H-pyrrolo[2,3-c]pyridine